4-(3-((5-Bromo-2-((3-methyl-1-(1-methylpyrrolidin-3-yl)-1H-pyrazol-4-yl)amino)pyrimidin-4-yl)amino)propyl)-6,6-dimethyl-1,4-oxazepan-5-on BrC=1C(=NC(=NC1)NC=1C(=NN(C1)C1CN(CC1)C)C)NCCCN1CCOCC(C1=O)(C)C